3-(1-(4-fluorobenzyl)-1H-pyrazol-4-yl)-7,8-dimethoxy-2-(trifluoromethyl)-4H-chromen-4-one FC1=CC=C(CN2N=CC(=C2)C2=C(OC3=C(C(=CC=C3C2=O)OC)OC)C(F)(F)F)C=C1